1-(3-(4-((3-chloro-2-fluorophenyl)amino)-7-fluoropyrido[3,2-d]pyrimidin-6-yl)piperidin-1-yl)prop-2-en-1-one ClC=1C(=C(C=CC1)NC=1C2=C(N=CN1)C=C(C(=N2)C2CN(CCC2)C(C=C)=O)F)F